(E)-N'-cyano-3-((cyclopropylmethyl)amino)-N-((1,2,3,5,6,7-hexahydro-s-indacen-4-yl)carbamoyl)prop-1-ene-1-sulfonimidamide C(#N)N=S(=O)(NC(NC1=C2CCCC2=CC=2CCCC12)=O)\C=C\CNCC1CC1